phosphoerythrose P(=O)(O)(O)O[C@@H](C=O)[C@H](O)CO